bis[2-(3-[3,5-di-tert-butyl-4-hydroxyphenyl]propionyloxy)ethyl]acetamide C(C)(C)(C)C=1C=C(C=C(C1O)C(C)(C)C)CCC(=O)OCCC(C(=O)N)CCOC(CCC1=CC(=C(C(=C1)C(C)(C)C)O)C(C)(C)C)=O